4-(6-(difluoromethyl)-3-methoxy-pyridazin-4-yl)-N-(5-(6-(difluoromethyl)picolinoyl)-5,6-dihydro-4H-pyrrolo[3,4-d]thiazol-2-yl)-6-methyl-nicotinamide FC(C1=CC(=C(N=N1)OC)C1=CC(=NC=C1C(=O)NC=1SC2=C(N1)CN(C2)C(C2=NC(=CC=C2)C(F)F)=O)C)F